FC(C1=NN=C(O1)C1=C(C=C(C=C1)CN1N=C(N=N1)C1=NC=C(C=N1)N)F)F 2-[2-[[4-[5-(difluoromethyl)-1,3,4-oxadiazol-2-yl]-3-fluorophenyl]methyl]tetrazol-5-yl]pyrimidin-5-amine